CN[C@@H](C[SeH])C(=O)O methyl-L-selenocysteine